NCC(=O)N1CCN(CC1)S(=O)(=O)N1C=CC=2C(=NC=C(C21)C)OC 2-amino-1-(4-((4-methoxy-7-methyl-1H-pyrrolo[3,2-c]pyridin-1-yl)sulfonyl)piperazin-1-yl)ethan-1-one